tert-Butyl 4-((4-(4-(2,4-dioxotetrahydropyrimidin-1(2H)-yl)-5-methyl-1H-indol-1-yl)piperidin-1-yl)methyl)-4-fluoropiperidine-1-carboxylate O=C1N(CCC(N1)=O)C1=C2C=CN(C2=CC=C1C)C1CCN(CC1)CC1(CCN(CC1)C(=O)OC(C)(C)C)F